CC=1C(=NSC1C)N(S(=O)(=O)C1=C(C=CC=C1)C1=C(C=C(C=C1)CN[C@H](C(=O)OC)C(C)C)COCC)COCCOC (S)-methyl 2-(((2'-(N-(4,5-dimethylisothiazol-3-yl)-N-((2-methoxyethoxy) methyl) sulfamoyl)-2-(ethoxymethyl)-[1,1'-biphenyl]-4-yl) methyl) amino)-3-methylbutanoate